phenethyl acetate C(C)(=O)OCCC1=CC=CC=C1